N[C@@H]1CN(CCC1)CC=1C=C(C=C(C1)N1C=NC(=C1)C)NC(C1=NC=CC(=C1)C1=CC=C(C=C1)OC)=O (S)-N-(3-((3-aminopiperidin-1-yl)methyl)-5-(4-methyl-1H-imidazol-1-yl)phenyl)-4-(4-methoxyphenyl)picolinamide